2-(4-chloro-3-fluorophenyl)-N-{4-[2-(3,4-dichlorophenoxy)acetylamino]-bicyclo[2.1.1]hex-1-yl}-1,3-oxazole-5-carboxamide ClC1=C(C=C(C=C1)C=1OC(=CN1)C(=O)NC12CCC(C1)(C2)NC(COC2=CC(=C(C=C2)Cl)Cl)=O)F